(R)-N-(1-(5-(2-((Dimethylamino)methyl)phenyl)thiophen-2-yl)ethyl)-6-methoxy-2-methyl-8,9-dihydro-[1,4]dioxino[2,3-h]quinazolin-4-amine CN(C)CC1=C(C=CC=C1)C1=CC=C(S1)[C@@H](C)NC1=NC(=NC2=C3C(=C(C=C12)OC)OCCO3)C